1-benzyl-6-(3,5-dimethylisoxazol-4-yl)-N-((1-methylpiperidin-4-yl)methyl)-1H-imidazo[4,5-b]pyridin-2-amine C(C1=CC=CC=C1)N1C(=NC2=NC=C(C=C21)C=2C(=NOC2C)C)NCC2CCN(CC2)C